CC1(C(=O)O)C(C(=O)O)(C=C(C=C1)C=1CCN(CC1)C(=O)OC(C)(C)C)C.C(C)(C)(C)N1CCC(CC1)N1C2=C(NC(C1=O)=O)C=CC(=N2)OC tert-Butyl-4-(6-methoxy-2,3-dioxo-2,3-dihydropyrido[2,3-b]pyrazin-4(1H)-yl)piperidin 1,2-dimethyl-4-[1-(tert-butoxycarbonyl)-3,6-dihydro-2H-pyridin-4-yl]phthalate